BrC1=CC2=C(N=C(N=C2)C)N(C1=O)C1CCCC1 6-bromo-8-cyclopentyl-2-methyl-8H-pyrido[2,3-d]Pyrimidin-7-one